(S)-N-(2-(imidazo[1,2-a]pyridin-3-yl)propan-2-yl)-N-methyl-1-(2-(2-methylpiperazin-1-yl)thieno[3,2-d]pyrimidin-4-yl)azetidine-3-carboxamide N=1C=C(N2C1C=CC=C2)C(C)(C)N(C(=O)C2CN(C2)C=2C1=C(N=C(N2)N2[C@H](CNCC2)C)C=CS1)C